BrC=1C(=CC=2N(C1)C(=C(N2)C)[C@H](O)C2=C(C=CC=C2)OC(F)F)F |r| racemic-(6-bromo-7-fluoro-2-methylimidazo[1,2-a]pyridin-3-yl)[2-(difluoromethoxy)phenyl]-methanol